C(C)(=O)OC(C(=O)NC1=C(C=C(C(=C1)F)B1OC(C(O1)(C)C)(C)C)F)C1=CC(=CC=C1)F 2-((2,5-difluoro-4-(4,4,5,5-tetramethyl-1,3,2-dioxaborolan-2-yl)phenyl)amino)-1-(3-fluorophenyl)-2-oxoethyl acetate